1-[6-(3-cyano-5-methylpyrazol-1-yl)-5-(1-hydroxyethyl)pyridin-2-yl]benzimidazole-5-carbonitrile C(#N)C1=NN(C(=C1)C)C1=C(C=CC(=N1)N1C=NC2=C1C=CC(=C2)C#N)C(C)O